tert-butyl N-({4-[2-(2-aminopyridin-3-yl)-5-cyclopropoxyimidazo[4,5-b]pyridin-3-yl]phenyl}methyl)carbamate NC1=NC=CC=C1C1=NC=2C(=NC(=CC2)OC2CC2)N1C1=CC=C(C=C1)CNC(OC(C)(C)C)=O